ClC1=CC=C(C=C1)[C@H](CC1=NOC(=N1)CN1C(N(C=CC1=O)C)=O)O (S)-3-((3-(2-(4-chlorophenyl)-2-hydroxyethyl)-1,2,4-oxadiazol-5-yl)methyl)-1-methylpyrimidine-2,4(1H,3H)-dione